Cl.CN(C1(COCC1)C(=O)N[C@@H](C)C1=CC=C(C(=O)O)C=C1)CCOC1=CC=CC=C1 4-[(1S)-1-[[3-[Methyl(2-phenoxyethyl)amino]tetrahydrofuran-3-carbonyl]amino]ethyl]benzoic acid, hydrochloride